ClC=1C(=C(C=CC1F)N(C(=O)[C@H]1N(C(N(C1)CC1CNCCO1)=O)C1=NC(=CC(=C1)C(F)(F)F)C)C)F (4S)-N-(3-chloro-2,4-difluorophenyl)-N-methyl-3-(6-methyl-4-(trifluoromethyl)pyridin-2-yl)-1-(morpholin-2-ylmethyl)-2-oxoimidazolidine-4-carboxamide